2-(3,4-dimethoxyphenyl)-5-[2-(3,4-dimethoxyphenyl)ethyl-methylamino]-2-propan-2-yl-valeronitrile COC=1C=C(C=CC1OC)C(C#N)(CCCN(C)CCC1=CC(=C(C=C1)OC)OC)C(C)C